BrC=1C=NC(=C(C(=O)N(CC2OCC2)C2CC2)C1)Cl 5-bromo-2-chloro-N-cyclopropyl-N-(oxetan-2-ylmethyl)nicotinamide